[Si](C)(C)(C(C)(C)C)O[C@H](C(=O)OCC1=CC=CC=C1)CC(=O)OC(C)(C)C Benzyl tert-Butyl (S)-2-(tert-Butyldimethylsilyloxy)succinate